C(C)(C)(C)OC(N(C1=CC=C(C=C1)C(N)=NO)C(=O)OC(C)(C)C)=O tert-butyl-(tert-butoxycarbonyl)(4-(N'-hydroxycarbamimidoyl)phenyl)carbamate